N'-(((2R,5S)-2-fluoro-5-methyl-1,2,3,5,6,7-hexahydro-s-indacen-4-yl)carbamoyl)-6,7-dihydro-5H-pyrazolo[5,1-b][1,3]oxazine-3-sulfonimidamide F[C@@H]1CC2=CC=3CC[C@@H](C3C(=C2C1)NC(=O)N=S(=O)(N)C=1C=NN2C1OCCC2)C